FC1=CC=C(C=C1)N1CCN(CC1)CC[C@@H]1NC(C2(C1)CCN(CC2)C(CNC(C)=O)=O)=O (R)-N-(2-(3-(2-(4-(4-fluorophenyl)piperazin-1-yl)ethyl)-1-oxo-2,8-diazaspiro[4.5]decan-8-yl)-2-oxoethyl)acetamide